ClC=1C=C(C=CC1)C=1C(=C(CC(C1)(C(C)(CC(C)(C)C)C)F)N1C2=CC=C(C=C2C=2C=C(C=CC12)C(C)(C)C)C(C)(C)C)O 3'-chloro-3-(3,6-di-tert-butyl-9H-carbazol-9-yl)-5-fluoro-5-(2,4,4-trimethylpentan-2-yl)biphenyl-2-ol